3-(1,3-dimethyl-1H-pyrazol-4-yl)-6-(6-((6,6-dimethyl-5-azaspiro[3.5]nonan-8-yl)oxy)pyridazin-3-yl)-6,7-dihydro-5H-pyrrolo[3,4-b]pyridin-5-one CN1N=C(C(=C1)C=1C=C2C(=NC1)CN(C2=O)C=2N=NC(=CC2)OC2CC(NC1(CCC1)C2)(C)C)C